trans-(3-(5-fluoro-1H-benzo[d]imidazol-1-yl)cyclobutyl)((S)-3-(3-fluorophenyl)isoxazolidin-2-yl)methanone FC1=CC2=C(N(C=N2)[C@@H]2C[C@H](C2)C(=O)N2OCC[C@H]2C2=CC(=CC=C2)F)C=C1